5-amino-4-cyano-3-[(4-trifluoromethoxyphenyl)amino]pyrazole NC1=C(C(=NN1)NC1=CC=C(C=C1)OC(F)(F)F)C#N